N-(2',6-difluoro-4-(4-methylpiperazin-1-yl)-5'-(morpholinomethyl)-[1,1'-biphenyl]-3-yl)-6-oxo-4-(trifluoromethyl)-1,6-dihydropyridine-3-carboxamide FC1=C(C=C(C=C1)CN1CCOCC1)C1=CC(=C(C=C1F)N1CCN(CC1)C)NC(=O)C1=CNC(C=C1C(F)(F)F)=O